N-(4-amino-3-((tetrahydro-2H-pyran-4-yl)ethynyl)benzyl)-4-methylpyrimidine-5-carboxamide NC1=C(C=C(CNC(=O)C=2C(=NC=NC2)C)C=C1)C#CC1CCOCC1